ClC1=CC2=C(N=C(S2)NC2=NC3=C(N2C)C=CC(=C3)C(=O)N3CCN(CC3)CCO)C=C1 [2-(6-Chloro-benzothiazol-2-ylamino)-1-methyl-1H-benzoimidazol-5-yl]-[4-(2-hydroxy-ethyl)-piperazin-1-yl]-methanone